(methyl-((1R,5S,6S)-3-(3-(5,6,7,8-tetrahydro-1,8-naphthyridin-2-yl)propyl)-3-azabicyclo[3.1.0]hex-6-yl)amino)-2-phenylacetic acid CN(C1[C@@H]2CN(C[C@H]12)CCCC1=NC=2NCCCC2C=C1)C(C(=O)O)C1=CC=CC=C1